ClC=1C=C2C(=NC(=NC2=CC1C1=C2C=NNC2=CC=C1C)NC)N1CCN(CC1)C(C=C)=O 1-(4-(6-chloro-7-(5-methyl-1H-indazol-4-yl)-2-(methylamino)quinazolin-4-yl)piperazin-1-yl)prop-2-en-1-one